2-hydroxy-2-methyl-3-(methylthio)propionic acid methyl ester COC(C(CSC)(C)O)=O